FC(CN1N=NC2=C1C=C(C=C2)C=2C=CN1N=C(N=C(C12)OC)NC1CCC(CC1)(O)C)(C)F (1r,4r)-4-((5-(1-(2,2-difluoropropyl)-1H-benzo[d][1,2,3]triazol-6-yl)-4-methoxypyrrolo[2,1-f][1,2,4]triazin-2-yl)amino)-1-methylcyclohexan-1-ol